CC1=C(C=NC=C1)N1C=C2C(=C1)CC(N2)=O 5-(4-methylpyridin-3-yl)-2-oxo-1,2-dihydro-3H-pyrrolo[2,3-c]-pyrrole